6-chloro-4-((2S,5R)-2,5-dimethyl-4-(1-(3-(trifluoromethyl)bicyclo[1.1.1]pentan-1-yl)propyl)piperazin-1-yl)-1-methylpyrido[3,2-d]pyrimidin-2(1H)-one ClC=1C=CC=2N(C(N=C(C2N1)N1[C@H](CN([C@@H](C1)C)C(CC)C12CC(C1)(C2)C(F)(F)F)C)=O)C